NC1(CC1)C(=O)NC1=NC=C(N=C1)OC1=CC=C(C2=C1C1(CC1)CO2)C 1-amino-N-[5-(7-methylspiro[2H-benzofuran-3,1'-cyclopropane]-4-yl)oxypyrazin-2-yl]cyclopropanecarboxamide